FC=1C(=NC(=NC1)NC1CCN(CC1)S(=O)(=O)C)C=1C=C2C(=CC(=NC2=C(C1)F)C)C(C)C 5-Fluoro-4-(8-fluoro-4-isopropyl-2-methylquinolin-6-yl)-N-(1-(methylsulfonyl)piperidin-4-yl)pyrimidin-2-amine